N[C@@H]1CN(CC[C@H]1C1=CC=CC=C1)C(=O)C=1C=2N(C=CC1)C=NC2 ((3S,4S)-3-amino-4-phenylpiperidin-1-yl)(imidazo[1,5-a]pyridin-8-yl)methanone